glycyl-L-2-methyl-prolyl-L-glutamic acid 1,5-dimethyl ester COC([C@@H](NC([C@]1(N(CCC1)C(CN)=O)C)=O)CCC(=O)OC)=O